C(C)OC(=O)C=1C(=NN(C1)C(C)S(=O)(=O)C)Cl 3-chloro-1-(1-(methylsulfonyl)ethyl)-1H-pyrazole-4-carboxylic acid ethyl ester